(R)-4-(3-acetyl-5-chloro-2-ethoxy-6-fluorophenyl)pyrrolidin-2-one C(C)(=O)C=1C(=C(C(=C(C1)Cl)F)[C@H]1CC(NC1)=O)OCC